1,1'-(3,6-dioxaoctane-1,8-diyl)bis(3,4-dimethylpyridin-1-ium) diiodide [I-].[I-].C(COCCOCC[N+]1=CC(=C(C=C1)C)C)[N+]1=CC(=C(C=C1)C)C